glucosyl-butanetriol C1([C@H](O)[C@@H](O)[C@H](O)[C@H](O1)CO)C(C(O)(O)O)CC